FC(C(C)(C)O)(F)C=1C(=C(C=CC1)C(C)=N[S@](=O)C(C)(C)C)F (R)-N-(1-(3-(1,1-difluoro-2-hydroxy-2-methylpropyl)-2-fluorophenyl)ethylidene)-2-methylpropane-2-sulfinamide